C(=O)O.NC=1C=C(C=C(C1)C(F)(F)F)[C@@H](C)NC1=NC(=NC2=CC=C(C=C12)C=1C=C(C=2N(C1)C=C(N2)N(C)C)OC)C (R)-N-(1-(3-amino-5-(trifluoromethyl)phenyl)ethyl)-6-(2-(dimethylamino)-8-methoxyimidazo[1,2-a]pyridin-6-yl)-2-methylquinazolin-4-amine formate salt